4-[2-(dipropylamino)ethyl]-1,3-dihydro-2H-indol-2-one C(CC)N(CCC1=C2CC(NC2=CC=C1)=O)CCC